C(C1=CC=CC=C1)OC=1C=C(C=CC1)C[C@@H]([C@@H](CO)O)NC(OC(C)(C)C)=O tert-butyl ((2S,3S)-1-(3-(benzyloxy)phenyl)-3,4-dihydroxybutan-2-yl)carbamate